ClC1=CC(=NC(N1[C@H]1C[C@H](O)[C@@H](CO)O1)=O)N 6-chloro-2'-deoxycytidine